OC1(CCC(CC1)CNC1=C(C=C(C=C1OCCCCOC1OCCCC1)S(=O)(=O)N(CC1=CC=C(C=C1)OC)CC1=CC=C(C=C1)OC)[N+](=O)[O-])C 4-((((1r,4r)-4-hydroxy-4-methylcyclohexyl)methyl)amino)-N,N-bis(4-methoxybenzyl)-3-nitro-5-(4-((tetrahydro-2H-pyran-2-yl)oxy)butoxy)benzenesulfonamide